CC1=CN(C2=CC=C(C=C12)N)C1=CC=C(C=C1)C(F)(F)F 3-methyl-1-(4-(trifluoromethyl)phenyl)-1H-indol-5-amine